tetrahydro-2H-pyran-2,3,4,5-tetraol O1C(C(C(C(C1)O)O)O)O